3-methyl-3,4-dihydro-1H-benzo[d][1,2]Thiazine 2,2-dioxide CN1S(CC2=C(C1)C=CC=C2)(=O)=O